2,6-Difluoro-3-(3-methyl-5-(4-(methylsulfonyl)piperazin-1-yl)-1H-pyrazolo[3,4-c]pyridine-1-yl)-5-(trifluoromethyl)phenol FC1=C(C(=C(C=C1N1N=C(C=2C1=CN=C(C2)N2CCN(CC2)S(=O)(=O)C)C)C(F)(F)F)F)O